The molecule is a long-chain fatty acid ethyl ester resulting from the formal condensation of the carboxy group of arachidic (icosanoic) acid with the hydroxy group of ethanol. It derives from an icosanoic acid. CCCCCCCCCCCCCCCCCCCC(=O)OCC